3-[5-(aminomethyl)-1,3,4-oxadiazol-2-yl]-N-[4-(trifluoromethyl)phenyl]pyridin-2-amine NCC1=NN=C(O1)C=1C(=NC=CC1)NC1=CC=C(C=C1)C(F)(F)F